N-(5,6-difluoro-1H-indol-3-yl)-6-(propan-2-yloxy)pyridine-3-carboxamide FC=1C=C2C(=CNC2=CC1F)NC(=O)C=1C=NC(=CC1)OC(C)C